O=C[C@@H](O)[C@@H](O)[C@H](O)C(=O)OCC ethyl lyxuronate